FC1=CC=C(C=C1)[C@H](C)NC(CCC#CC=1C(=NC=CC1)NC(CCC)=O)=O 5-(2-butyrylamino-pyridin-3-yl)-pent-4-ynoic acid [(S)-1-(4-fluoro-phenyl)-ethyl]-amide